((4-methoxypyridin-2-yl)amino)-2-(1-methyl-1H-imidazol-2-yl)-6-(1-methyl-1H-pyrazol-3-yl)pyrrolo[2,1-f][1,2,4]triazine-5-carboxylic acid COC1=CC(=NC=C1)NC1=NC(=NN2C1=C(C(=C2)C2=NN(C=C2)C)C(=O)O)C=2N(C=CN2)C